tert-butyl (3-((3-(5-isopropoxypyridin-2-yl)-1,2,4-thiadiazolyl)amino)pyrazin-2-yl)(methyl)carbamate C(C)(C)OC=1C=CC(=NC1)C1=NSC(=N1)NC=1C(=NC=CN1)N(C(OC(C)(C)C)=O)C